NC1=CC2=C(N=CO2)C=C1 6-aminobenzo[d]oxazole